C(C)(=O)OC(C1=CC(=NN1C)S(N)(=O)=O)C1CC1 cyclopropyl(1-methyl-3-sulfamoyl-1H-pyrazol-5-yl)methyl acetate